ClC1=CC2=C(N=CN(C2=O)CC2(CCN(CC2)C(C[C@@H](C(F)(F)F)C2=CC=CC=C2)=O)O)N1C1=CC=C(C=C1)[C@@H]1NC[C@H](OC1)C 6-Chloro-3-((4-hydroxy-1-((R)-4,4,4-trifluoro-3-phenylbutanoyl)piperidin-4-yl)methyl)-7-(4-((3S,6R)-6-methylmorpholin-3-yl)phenyl)-3,7-dihydro-4H-pyrrolo[2,3-d]pyrimidin-4-one